bis(2-methyl-4-(2-naphthyl)-indenyl)zirconium dichloride [Cl-].[Cl-].CC=1C(C2=CC=CC(=C2C1)C1=CC2=CC=CC=C2C=C1)[Zr+2]C1C(=CC2=C(C=CC=C12)C1=CC2=CC=CC=C2C=C1)C